BrC1=C(N(N=C1)C)C=1C=C2C=CC=CN2C1C#N 2-(4-bromo-2-methyl-pyrazol-3-yl)indolizine-3-carbonitrile